ethyl 2,4-dioxo-1,2,3,4-tetrahydro-1,5-naphthyridine-3-carboxylate O=C1NC2=CC=CN=C2C(C1C(=O)OCC)=O